C1(=CC=C(C2=CC=CC=C12)C(=O)[O-])C(=O)[O-].[Li+].[Li+] dilithium 1,4-naphthalenedicarboxylate